(7-chloro-5-fluoro-1,3-benzothiazol-4-yl)methanol ClC1=CC(=C(C=2N=CSC21)CO)F